BrC1=NN(C(=C1Cl)C(=O)O)C1=NC=CC=C1Cl 3-bromo-4-chloro-1-(3-chloro-2-pyridinyl)-1H-pyrazole-5-carboxylic acid